(1R,5S)-N-[2-[(4,4-difluorocyclohexyl)amino]-1-(5-fluoro-3-pyridyl)-2-oxo-ethyl]-N-[4-(pentafluoro-λ6-sulfanyl)phenyl]-2-azabicyclo[3.1.0]hexane-1-carboxamide FC1(CCC(CC1)NC(C(C=1C=NC=C(C1)F)N(C(=O)[C@@]12NCC[C@H]2C1)C1=CC=C(C=C1)S(F)(F)(F)(F)F)=O)F